NCC=1C=NC(=NC1)C1=C(OC2=CC(=NN2C)N(CC)CC(F)F)C=C(C=C1)F 5-[2-[5-(aminomethyl)pyrimidin-2-yl]-5-fluorophenoxy]-N-(2,2-difluoroethyl)-N-ethyl-1-methylpyrazole-3-amine